C1(C=CC(N1C(COCCOCCOCC(N1C(C=CC1=O)=O)O)O)=O)=O 1,11-Bis-Maleimidotetraethyleneglycol